ClC=1C=C(C=CC1)SCC1(CCC1)CO[Si](C)(C)C(C)(C)C ((1-((3-chlorophenylthio)methyl)cyclobutyl)methoxy)(tert-butyl)dimethylsilane